CC=1C=C(C=CC1C)C=1C(OCCC1)=O (3,4-dimethylphenyl)-5,6-dihydro-2H-pyran-2-one